(2S)-2-[(tert-butyldimethylsilyl) oxy]Propyl 4-methylbenzenesulfonate CC1=CC=C(C=C1)S(=O)(=O)OC[C@H](C)O[Si](C)(C)C(C)(C)C